ClC=1C=C(C=NC1C1=NC=CC=N1)NC(=O)C1CC(C2=C1C=NC=1N2N=C(C1)F)(C)C=1C=NN(C1)C(F)F N-(5-chloro-6-(pyrimidin-2-yl)pyridin-3-yl)-8-(1-(difluoromethyl)-1H-pyrazol-4-yl)-2-fluoro-8-methyl-7,8-dihydro-6H-cyclopenta[e]pyrazolo[1,5-a]pyrimidine-6-carboxamide